2'-(difluoromethyl)-11'-fluoro-10'-oxo-3'-((tetrahydrofuran-3-yl)methoxy)-5',10'-dihydrospiro[cyclobutane-1,6'-pyrido[1,2-h][1,7]naphthyridine]-9'-carboxylic acid FC(C1=NC=2C=3N(C4(CC2C=C1OCC1COCC1)CCC4)C=C(C(C3F)=O)C(=O)O)F